3-hexadecyl-1-methylimidazole ammonium hydroxide salt [OH-].[NH4+].C(CCCCCCCCCCCCCCC)N1CN(C=C1)C